N-methyl-6-(2-methylimidazo[2,1-b][1,3]thiazol-6-yl)-N-(2,2,6,6-tetramethylpiperidin-4-yl)[1,3]thiazolo[4,5-c]pyridin-2-amine CN(C=1SC2=C(C=NC(=C2)C=2N=C3SC(=CN3C2)C)N1)C1CC(NC(C1)(C)C)(C)C